(2R,3R,4R,5R,6S)-2-(acetoxymethyl)-6-cyano-4-(4-(3-fluorophenyl)-1H-1,2,3-triazol-1-yl)tetrahydro-2H-pyran C(C)(=O)OC[C@@H]1O[C@@H](C[C@H](C1)N1N=NC(=C1)C1=CC(=CC=C1)F)C#N